tert-butyl 5-[7-(2-ethyl-6-methyl-3-pyridyl)-5-[4-(5-fluoro-3-methoxy-2-pyridyl)piperazine-1-carbonyl]-1H-indol-2-yl]-3,6-dihydro-2H-pyridine-1-carboxylate C(C)C1=NC(=CC=C1C=1C=C(C=C2C=C(NC12)C1=CCCN(C1)C(=O)OC(C)(C)C)C(=O)N1CCN(CC1)C1=NC=C(C=C1OC)F)C